(4aR,8aS)-3-oxohexahydro-2H-pyrido[4,3-b][1,4]oxazine-6(5H)-carboxylate O=C1N[C@H]2[C@@H](OC1)CCN(C2)C(=O)[O-]